The molecule is a steroid saponin that is sitosterol attached to a beta-D-glucopyranosyl residue at position 3 via a glycosidic linkage. It has bee isolated from Panax japonicus var. major and Breynia fruticosa. It has a role as a plant metabolite. It is a steroid saponin, a beta-D-glucoside and a monosaccharide derivative. It derives from a sitosterol. It derives from a hydride of a stigmastane. CC[C@H](CC[C@@H](C)[C@H]1CC[C@@H]2[C@@]1(CC[C@H]3[C@H]2CC=C4[C@@]3(CC[C@@H](C4)O[C@H]5[C@@H]([C@H]([C@@H]([C@H](O5)CO)O)O)O)C)C)C(C)C